O[C@@H]1C[C@@H](N(C1)C1=NC=C(C(=C1)NC(C1=NC(=CC=C1)C=1C=NN(C1)C)=O)C(F)(F)F)C N-(2-((2S,4R)-4-hydroxy-2-methylpyrrolidin-1-yl)-5-(trifluoromethyl)pyridin-4-yl)-6-(1-methyl-1H-pyrazol-4-yl)picolinamide